CSC1=NN=C(O1)COC=1C=C(C(=O)O)C=C(C1)OCC=1OC(=NN1)SC 3,5-bis((5-methylsulfanyl-2-1,3,4-oxadiazolyl)methoxy)benzoic acid